O[C@@H](CONC1CN(C1)C1=CC(=C2C(C(=CN(C2=N1)C1=NC=NS1)C(=O)O)=O)C)CO 7-(3-{[(2R)-2,3-dihydroxypropoxy]amino}azetidin-1-yl)-5-methyl-4-oxo-1-(1,2,4-thiadiazol-5-yl)-1,4-dihydro-1,8-naphthyridine-3-carboxylic acid